ClCC=1C=C2CCN(CC2=CC1)CC=1C=CC(=NC1)NC1=NC=C(C(=N1)C1=CC2=C(N=C(N2C(C)C)C)C(=C1)F)F N-[5-[[6-(chloromethyl)-3,4-dihydro-1H-isoquinolin-2-yl]methyl]-2-pyridyl]-5-fluoro-4-(7-fluoro-3-isopropyl-2-methyl-benzimidazol-5-yl)pyrimidin-2-amine